1-chloro-3-(2,4-dimethylphenyl)propan-2-amine hydrochloride Cl.ClCC(CC1=C(C=C(C=C1)C)C)N